NN1C(=NC(=C1C(=O)OCC)C1=CC=C(C=C1)C(NC1=NC=CC(=C1)C)=O)[C@H]1N(CCC1)C(=O)OC(C)(C)C (S)-ethyl 1-amino-2-(1-(tert-butoxycarbonyl)pyrrolidin-2-yl)-4-(4-((4-methylpyridin-2-yl)carbamoyl)phenyl)-1H-imidazole-5-carboxylate